[Cu]=O.[Au] Gold-copper oxide